ClC=1C=C(C=CC1F)NC(N(C=1C=NC(=CC1)OC)CC=1C2=C(N(N1)CCO)CCC2)=O 3-(3-chloro-4-fluorophenyl)-1-((1-(2-hydroxyethyl)-1,4,5,6-tetrahydrocyclopenta[c]pyrazol-3-yl)methyl)-1-(6-methoxypyridin-3-yl)urea